4-((4-(2-(2-aminopyridin-3-yl)-5-phenyl-3H-imidazo[4,5-b]pyridin-3-yl)benzyl)carbamoyl)benzoic acid NC1=NC=CC=C1C1=NC=2C(=NC(=CC2)C2=CC=CC=C2)N1C1=CC=C(CNC(=O)C2=CC=C(C(=O)O)C=C2)C=C1